ClC1=CC=C(CNS(=O)(=O)C2=CC=C(C=C2)NC(\C=C\C2=CC=NC=C2)=O)C=C1 (E)-N-(4-(N-(4-chlorobenzyl)sulfamoyl)phenyl)-3-(pyridin-4-yl)acrylamide